COC1=CC=C(COC2=C3C(=NC=C2)C=CS3)C=C1 7-((4-methoxybenzyl)oxy)thieno[3,2-b]pyridine